(Z)-N-(4-methyl-2-oxo-2H-chromen-7-yl)-2-(5-(4-methylbenzylidene)-2,4-dioxothiazolidin-3-yl)acetamide CC1=CC(OC2=CC(=CC=C12)NC(CN1C(S\C(\C1=O)=C/C1=CC=C(C=C1)C)=O)=O)=O